CC(C#CC)C 4-methyl-2-pentyn